sodium 7-methoxy-4-(4-(2-(sulfamoylamino)ethyl)piperidin-1-yl)quinazolin-6-yl phosphate P(=O)(OC=1C=C2C(=NC=NC2=CC1OC)N1CCC(CC1)CCNS(N)(=O)=O)([O-])[O-].[Na+].[Na+]